FC(OC1=CC=CC=2C(N([C@H]3C=4C([C@@H](C21)C3)=C3N(N4)C=CC(=N3)C=3C=NC(=NC3)C3(COCC3)O)C)=O)F (7R,14S)-1-(difluoromethoxy)-12-(2-(3-hydroxytetrahydrofuran-3-yl)pyrimidin-5-yl)-6-methyl-6,7-dihydro-7,14-methanobenzo[c]pyrimido[1',2':1,5]pyrazolo[4,3-f]azocin-5(14H)-one